ethyl 3-[(3-amino-4-methylaminobenzoyl)-pyridin-2-yl-amino]-propionate NC=1C=C(C(=O)N(CCC(=O)OCC)C2=NC=CC=C2)C=CC1NC